N1(CCCCC1)S(=O)(=O)NC1=CC=C(C=C1)C1=C2C(=NC(=C1)NC(=O)C1CC1)NC=C2 N-(4-(4-(piperidine-1-sulfonylamino)phenyl)-1H-pyrrolo[2,3-b]pyridin-6-yl)cyclopropylcarboxamide